[Te-2].[Cd+2].[Mn+2].[Te-2] manganese cadmium telluride